COC1=CC(=NC=C1)C1=NC=CC=C1 4-methoxy-2,2'-bipyridine